ClC1=CC=C(C=2NC(=NC21)C(=O)O)F 4-chloro-7-fluoro-1H-benzo[d]imidazole-2-carboxylic acid